Benzyl (2S,3R,4S)-3-amino-2-(3-bromo-2-fluorobenzyl)-4-fluoropiperidine-1-carboxylate N[C@@H]1[C@@H](N(CC[C@@H]1F)C(=O)OCC1=CC=CC=C1)CC1=C(C(=CC=C1)Br)F